triethyl-(4-vinylbenzyl)-ammonium bisulfate S([O-])(O)(=O)=O.C(C)[N+](CC1=CC=C(C=C1)C=C)(CC)CC